N-((3R,5S)-5-((1H-1,2,3-triazol-1-yl)methyl)pyrrolidin-3-yl)-5-(2-chloro-5-(trifluoromethoxy)phenyl)-1,3,4-oxadiazole-2-carboxamide TFA salt OC(=O)C(F)(F)F.N1(N=NC=C1)C[C@@H]1C[C@H](CN1)NC(=O)C=1OC(=NN1)C1=C(C=CC(=C1)OC(F)(F)F)Cl